ethyl 5-bromo-3-((tert-butyldimethylsilyl)oxy)-2-methyl-2,3-dihydrobenzofuran-2-carboxylate BrC=1C=CC2=C(C(C(O2)(C(=O)OCC)C)O[Si](C)(C)C(C)(C)C)C1